(S)-7-(4-(5-fluoro-2-(3-methoxy-3-methylbutoxy)phenyl)piperidin-1-yl)-5-oxa-2-azaspiro[3.4]Octane FC=1C=CC(=C(C1)C1CCN(CC1)[C@@H]1COC2(CNC2)C1)OCCC(C)(C)OC